C(C)(C)(CC)[C@H]1CC[C@H](CC1)N(C(C1=CC(C(=O)N)=CC(=C1)NC(=O)[C@@H]1CC[C@@H](CC1)C(C)(C)C)=O)[C@@H]1CC[C@@H](CC1)C(C)(C)CC N,N-bis(cis-4-tert-pentylcyclohexyl)-5-(cis-4-tert-butylcyclohexylcarbonylamino)-isophthalamide